phenyltris(9-fluorenyl)silane C1(=CC=CC=C1)[Si](C1C2=CC=CC=C2C=2C=CC=CC12)(C1C2=CC=CC=C2C=2C=CC=CC12)C1C2=CC=CC=C2C=2C=CC=CC12